(S)-8-hydroxy-3-methylisochroman-1-one OC=1C=CC=C2C[C@@H](OC(C12)=O)C